2-[[3-(trifluoromethyl)-1-bicyclo[1.1.1]pentanyl]sulfanyl]pyridine FC(C12CC(C1)(C2)SC2=NC=CC=C2)(F)F